4-(3-((2-((2-(1-methylpiperidin-4-yl)oxazol-4-yl)amino)-5-(trifluoromethyl)pyrimidin-4-yl)amino)propyl)-1,4-oxazepan-5-one CN1CCC(CC1)C=1OC=C(N1)NC1=NC=C(C(=N1)NCCCN1CCOCCC1=O)C(F)(F)F